methyl (1S,3S,4R)-2-[(1R)-1-phenylethyl]-2-azabicyclo[2.2.1]hept-5-ene-3-carboxylate C1(=CC=CC=C1)[C@@H](C)N1[C@@H]2C=C[C@H]([C@H]1C(=O)OC)C2